FC(COC[C@H]1N(CCC1)C(=O)OC(C)(C)C)C(=O)OC tert-butyl (2S)-2-((2-fluoro-3-methoxy-3-oxopropoxy)methyl)pyrrolidine-1-carboxylate